4-[[3-[4-(Difluoromethoxy)-2,3-difluorophenyl]imidazo[1,2-a]pyrazin-8-yl]amino]-2-ethyl-N-[(3-hydroxypyrrolidin-3-yl)methyl]benzamid FC(OC1=C(C(=C(C=C1)C1=CN=C2N1C=CN=C2NC2=CC(=C(C(=O)NCC1(CNCC1)O)C=C2)CC)F)F)F